4-[(3aR,6aR)-3,3a,4,5,6,6a-hexahydro-2H-pyrrolo[3,4-b]pyrrol-1-yl]-7-(8-chloro-1-naphthyl)-2-[[(2S)-1-methylpyrrolidin-2-yl]methoxy]-6,8-dihydro-5H-pyrido[3,4-d]pyrimidine N1([C@@H]2[C@H](CC1)CNC2)C=2C1=C(N=C(N2)OC[C@H]2N(CCC2)C)CN(CC1)C1=CC=CC2=CC=CC(=C12)Cl